2-chloro-N-(3-nitrophenyl)-5-(N-phenylsulfamoyl)benzamide ClC1=C(C(=O)NC2=CC(=CC=C2)[N+](=O)[O-])C=C(C=C1)S(NC1=CC=CC=C1)(=O)=O